C(#N)C1=CC2(CN(C2)C(=O)OC(C)(C)C)CC(C1=O)(C)C tert-butyl 6-cyano-8,8-dimethyl-7-oxo-2-azaspiro[3.5]non-5-ene-2-carboxylate